C1CN(CCC12CCNCC2)C(CCO)CCO 3-(3,9-diazaspiro[5.5]undecane-3-yl)pentane-1,5-diol